CC=1SC(=CC1C(=O)NC1=NC(=NS1)CC(C)O)C1=CC(=CC=C1)C(F)(F)F 2-Methyl-5-(3-(trifluoromethyl)phenyl)-N-(3-(2-hydroxypropyl)-1,2,4-thiadiazol-5-yl)thiophene-3-Formamide